FC1(CC(C1)NC(=O)C1=NNC2=CC=CC=C12)F N-(3,3-difluorocyclobutyl)-1H-indazole-3-carboxamide